tert-Butyl-(S)-3-hydroxy-3-((R)-5H-imidazo[5,1-a]isoindol-5-yl)piperidin-1-carboxylat C(C)(C)(C)OC(=O)N1C[C@@](CCC1)([C@@H]1N2C(C3=CC=CC=C13)=CN=C2)O